NC=1SC2=C(C1C#N)C(=CC=C2F)C2=C1C(=C3C=CC(=NC3=C2Cl)OC[C@@H](C)O)COC1 2-Amino-4-[5-chloro-7-[(2R)-2-hydroxypropoxy]-1,3-dihydrofuro[3,4-f]quinolin-4-yl]-7-fluoro-benzothiophene-3-carbonitrile